NC=1C=2N(C3=CC(=C(C=C3N1)F)C(=O)N(C)[C@@H]1COC3=C1C=CC(=C3)C#CC3(CCOCC3)C(F)F)C=NC2 (S)-4-amino-N-(6-((4-(difluoromethyl)tetrahydro-2H-pyran-4-yl)ethynyl)-2,3-dihydrobenzofuran-3-yl)-7-fluoro-N-methylimidazo[1,5-a]quinoxaline-8-carboxamide